CC(=CC=O)CCCC(C)C 3,7-dimethyloct-2-enal